3-Ethyl-3-(4-trifluoromethoxy-benzoyl)-azetidine-1-carboxylic acid tert-butyl ester C(C)(C)(C)OC(=O)N1CC(C1)(C(C1=CC=C(C=C1)OC(F)(F)F)=O)CC